C(C)(C)(C)OC(=O)N1CCC2(C(C=CC2)=O)CC1.O=C1OCC2=CC=CC=C2C1=NOC 3-keto-4-(methoxyimino)isochroman tert-butyl-4-oxo-8-azaspiro[4.5]dec-2-ene-8-carboxylate